CC(C)(C1=C(C=CC=C1)O)C1=C(C=CC=C1)O (1-Methylethylidene)bisphenol